BrC1=CC=C(C=CC=2OC=CN2)C=C1 2-(4-bromostyryl)oxazole